N1(CCCCC1)C(=O)OOCC1CCN(CC1)C(C1=CC(=C(C=C1)Cl)N1C(NC(CC1)=O)=O)=O ((1-(4-chloro-3-(2,4-dioxotetrahydropyrimidin-1(2H)-yl) benzoyl) piperidin-4-yl) methoxy) piperidine-1-carboxylate